C1(CCC1)CNCC=1C=CC=2N(C1)C=C(N2)CN2N=NC(=C2)C=2N=C1N(C(C2)=O)C=CC=C1 2-[1-[[6-[(cyclobutylmethylamino)methyl]imidazo[1,2-a]pyridin-2-yl]methyl]triazol-4-yl]pyrido[1,2-a]pyrimidin-4-one